3-(5-chloro-2-methoxyphenyl)-3-methyl-6-(trifluoromethyl)indolin-2-one ClC=1C=CC(=C(C1)C1(C(NC2=CC(=CC=C12)C(F)(F)F)=O)C)OC